BrC1=C(OCC(=O)NC(C)C)C=CC(=C1)Cl 2-(2-bromo-4-chlorophenoxy)-N-prop-2-ylacetamide